1-(6-chloro-4-phenylpyridin-3-yl)pyrrolidin-2-one silicon [Si].ClC1=CC(=C(C=N1)N1C(CCC1)=O)C1=CC=CC=C1